2,4,6-trimethyl-meta-phenylenediamine CC1=C(C(=CC(=C1N)C)C)N